7-bromo-2-(tert-butoxycarbonyl)isoindoline-5-carboxylic acid BrC=1C=C(C=C2CN(CC12)C(=O)OC(C)(C)C)C(=O)O